1-(2-(tert-Butyl)-1H-benzo[d]imidazol-1-yl)-3-(4-chlorophenyl)propan-1-one C(C)(C)(C)C1=NC2=C(N1C(CCC1=CC=C(C=C1)Cl)=O)C=CC=C2